ClC=1C=C(N2N=C(C=CC21)C2=CC=C(C=C2)C2CN(CCC2)C(=O)OC(C)(C)C)C(=O)N 5-chloro-2-[4-(1-tert-butoxyformylpiperidin-3-yl)phenyl]pyrrolo[1,2-b]pyridazine-7-carboxamide